4-(5-cyano-2-methoxyphenyl)-N-(5-(4-cyclopropylphenyl)thiazolo[5,4-b]pyridin-2-yl)-6-methylnicotinamide C(#N)C=1C=CC(=C(C1)C1=CC(=NC=C1C(=O)NC=1SC2=NC(=CC=C2N1)C1=CC=C(C=C1)C1CC1)C)OC